CN(C1CCC(CC1)NC1=NC=2N(C(C(=NC2C=N1)C1=CC(=C(C=C1)NS(=O)(=O)C1CC2=CC=CC=C2CC1)F)=O)C(C)C)C N-[4-[2-[[4-(Dimethylamino)cyclohexyl]amino]-8-isopropyl-7-oxo-pteridin-6-yl]-2-fluoro-phenyl]tetralin-2-sulfonamide